4-(4-chlorophenyl)cyclohexanone ClC1=CC=C(C=C1)C1CCC(CC1)=O